ClC1=CC(=C(C=C1)C1=NC(=NC2=C1N=C(N(C2=O)C)C)N2C[C@@H](CCC2)OC=2C=NN(C2)C)F (R)-8-(4-chloro-2-fluorophenyl)-2,3-dimethyl-6-(3-((1-methyl-1H-pyrazol-4-yl)oxy)piperidin-1-yl)pyrimido[5,4-d]pyrimidin-4(3H)-one